[Si](C)(C)(C(C)(C)C)OCC=1N=NC2=C(N1)C=C(C=C2N2CSC1=C2C(=CC(=C1)OC)Cl)C 3-((((tert-butyldimethylsilyl)oxy)methyl)-6-methylbenzo[e][1,2,4]triazin-8-yl)-4-chloro-6-methoxybenzo[d]thiazole